NCC=1OC2=C(C1)C=C(C=C2Cl)C=2C=C1CN(CC1=CC2)C 5-(2-(aminomethyl)-7-chlorobenzofuran-5-yl)-2-methylisoindoline